C(N)(=N)C=1C=C(SC1)CN(C(=O)[C@H]1N([C@H]2C[C@]2(C1)C)C(CNC(C1=CC=C(C=C1)OC1=CC=CC=C1)=O)=O)O (1S,3S,5S)-N-((4-carbamimidoylthiophen-2-yl)methyl)-N-hydroxy-5-methyl-2-((4-phenoxybenzoyl)glycyl)-2-azabicyclo[3.1.0]hexane-3-carboxamide